N4-(5-amino-2-fluorophenyl)-5-chloro-N2-(1-(1-methylpiperidin-4-yl)-1H-pyrazol-4-yl)pyrimidine-2,4-diamine NC=1C=CC(=C(C1)NC1=NC(=NC=C1Cl)NC=1C=NN(C1)C1CCN(CC1)C)F